2-(2-(7-(3-((S)-1-((tert-butoxycarbonyl)amino)-2-hydroxyethyl)phenyl)benzofuran-5-yl)-4-methyl-3,4-Dihydro-2H-benzo[b][1,4]oxazin-8-yl)acetic acid C(C)(C)(C)OC(=O)N[C@H](CO)C=1C=C(C=CC1)C1=CC(=CC=2C=COC21)C2CN(C1=C(O2)C(=CC=C1)CC(=O)O)C